O1C(OCC1)C1CCN(CC1)C=1C=CC(=NC1)C(=O)O 5-(4-(1,3-Dioxolan-2-yl)piperidin-1-yl)picolinic acid